OCCO (2-hydroxyethyl) hydroxide